ethyl N-(tert-butoxycarbonyl)-S-(5-methyl-2-(propan-2-ylidene)cyclohexyl)cysteinate C(C)(C)(C)OC(=O)N[C@@H](CSC1C(CCC(C1)C)=C(C)C)C(=O)OCC